C(CCCCCCCCCCCCCCCCCCCCCCCCCCCCCCCCCCCCCC)(=O)OCCCCCCCC\C=C/CCCCCCCC oleyl nonatriacontanoate